5,8-Dimethoxy-1-tetralone COC1=C2CCCC(C2=C(C=C1)OC)=O